COC1=C(C=C2C=CC=NC2=C1)O 7-methoxyquinolin-6-ol